tert-Butyl 3-[2-[2-fluoro-4-(trifluoromethyl)phenyl]ethyl]azetidine-1-carboxylate FC1=C(C=CC(=C1)C(F)(F)F)CCC1CN(C1)C(=O)OC(C)(C)C